COC1=CC=C(C=C1)CCC(=O)O 3-(4-methoxyphenyl)propionic acid